NC(C(C(CCO)O)O)O 1-aminopentane-1,2,3,5-tetraol